gamma-ureidopropyl-trisethoxysilane N(C(=O)N)CCC[Si](OCC)(OCC)OCC